OC1(CC(C1)C(=O)N1CC2(C1)C[C@@H](CC2)C2=C(C=C(C=C2)OC(F)(F)F)C)C |r| (rac)-((1s,3s)-3-Hydroxy-3-methylcyclobutyl)(6-(2-methyl-4-(trifluoromethoxy)phenyl)-2-azaspiro[3.4]octan-2-yl)methanone